C1(CC1)C1=CC=CC2=C(N(N=C12)C)C1=C(C(=O)N)C=CC(=C1)F (7-cyclopropyl-2-methyl-2H-indazol-3-yl)-4-fluorobenzamide